(R)-N,N-dimethyl-1-(4-(3-methylmorpholino)-2-(1H-pyrrolo[2,3-b]pyridin-4-yl)thieno[3,2-d]pyrimidin-7-yl)methanesulfonamide CN(S(=O)(=O)CC1=CSC2=C1N=C(N=C2N2[C@@H](COCC2)C)C2=C1C(=NC=C2)NC=C1)C